tert-butyl (S)-4-(6,7-dichloro-1-(2,4-diisopropylpyridin-3-yl)-2-oxo-1,2-dihydropyrido[2,3-d]pyrimidin-4-yl)-3-methylpiperazine-1-carboxylate ClC1=CC2=C(N(C(N=C2N2[C@H](CN(CC2)C(=O)OC(C)(C)C)C)=O)C=2C(=NC=CC2C(C)C)C(C)C)N=C1Cl